tert-butyl (3R)-3-[(1S)-1-[[3-[[2-(2-Bromophenyl)acetyl]amino]phenyl]methyl]-2-tert-butoxy-2-oxo-ethyl]pyrrolidine-1-carboxylate BrC1=C(C=CC=C1)CC(=O)NC=1C=C(C=CC1)C[C@H](C(=O)OC(C)(C)C)[C@@H]1CN(CC1)C(=O)OC(C)(C)C